C(C)(CC)N1N=C(N=C1)NCC1=C(N=NN1C)C1=CC=C(C(=N1)C)O[C@@H]1C[C@H](CCC1)C(=O)O (1S,3S)-3-((6-(5-(((1-(sec-butyl)-1H-1,2,4-triazol-3-yl)amino)methyl)-1-methyl-1H-1,2,3-triazol-4-yl)-2-methylpyridin-3-yl)oxy)cyclohexane-1-carboxylic acid